ClC1=CC(=C2C=CC=NC2=C1)C1=CC(=NC=C1)NC(=O)C1CCN(CC1)C N-(4-(7-chloroquinolin-5-yl)pyridin-2-yl)-1-methylpiperidine-4-carboxamide